1-(4-methoxyphenyl)isoindoline COC1=CC=C(C=C1)C1NCC2=CC=CC=C12